6-fluoro-3-phenyl-2-(pyrazin-2-ylamino)quinazolin-4(3H)-one FC=1C=C2C(N(C(=NC2=CC1)NC1=NC=CN=C1)C1=CC=CC=C1)=O